(S)-1-(tert-Butoxycarbonyl)-4-oxopyrrolidine-2-carboxylic acid C(C)(C)(C)OC(=O)N1[C@@H](CC(C1)=O)C(=O)O